CCCCCCCCC(CCCCCCCC)OC(CCCCN(CCCCCCCCC(=O)OCCCCC)CCCCO)=O Pentyl 9-((5-(heptadecan-9-yloxy)-5-oxopentyl)(4-hydroxybutyl)amino)nonanoate